1-[4-[5-(trifluoromethyl)pyrimidin-2-yl]piperazin-1-yl]ethanone FC(C=1C=NC(=NC1)N1CCN(CC1)C(C)=O)(F)F